3-(3,5-dimethoxyphenyl)-N,N,1-trimethyl-2-oxo-2,3,4,7-tetrahydro-1H-pyrrolo[3',2':5,6]pyrido[4,3-d]pyrimidine-8-carboxamide COC=1C=C(C=C(C1)OC)N1C(N(C2=C(C1)C=NC1=C2C=C(N1)C(=O)N(C)C)C)=O